(3S,4S)-tert-butyl 4-(4-(8-chloro-7-((2-methyl-1-((2-(trimethylsilyl) ethoxy)methyl)-1H-benzo[d]imidazol-6-yl)oxy)quinoxalin-2-yl)-1H-pyrazol-1-yl)-3-fluoropiperidine-1-carboxylate ClC=1C(=CC=C2N=CC(=NC12)C=1C=NN(C1)[C@@H]1[C@H](CN(CC1)C(=O)OC(C)(C)C)F)OC=1C=CC2=C(N(C(=N2)C)COCC[Si](C)(C)C)C1